COC1=CC=C(C=C1)C1CC2(CN(C2)C(=O)C=2C=C3CNC(C3=CC2)=O)C1 5-(6-(4-methoxyphenyl)-2-azaspiro[3.3]heptane-2-carbonyl)-1-oxoisoindolin